N1=CC=CC=2CCC[C@@H](C12)NCC1[C@H]2CC[C@@H](CN1C(=O)OC(C)(C)C)N2C(=O)OCC2=CC=CC=C2 8-benzyl 3-(tert-butyl) (1R,5S)-2-((((S)-5,6,7,8-tetrahydroquinolin-8-yl)amino)methyl)-3,8-diazabicyclo[3.2.1]octane-3,8-dicarboxylate